1-(3-chloropyrazin-2-yl)ethylamine ClC=1C(=NC=CN1)C(C)N